2-(5-fluoro-2-hydroxyphenyl)-2-(1-oxo-6-(6-(piperazin-1-yl)pyridazin-3-yl)isoindolin-2-yl)-N-(thiazol-2-yl)acetamide FC=1C=CC(=C(C1)C(C(=O)NC=1SC=CN1)N1C(C2=CC(=CC=C2C1)C=1N=NC(=CC1)N1CCNCC1)=O)O